tert-Butyl (S)-1-(9H-fluoren-9-yl)-3,6-dioxo-5-(2-oxo-2-(tritylamino)ethyl)-2,10,13-trioxa-4,7-diazahexadecan-16-oate C1=CC=CC=2C3=CC=CC=C3C(C12)COC(N[C@H](C(NCCOCCOCCC(=O)OC(C)(C)C)=O)CC(NC(C1=CC=CC=C1)(C1=CC=CC=C1)C1=CC=CC=C1)=O)=O